C(#N)C1=C(C=C(C=C1)NC([C@@](COC1=CC=C(C=C1)F)(C)O)=O)C(F)(F)F (S)-N-(4-cyano-3-(trifluoromethyl)phenyl)-3-(4-fluorophenoxy)-2-hydroxy-2-methylpropanamide